C(C)(C)(C)OC(=O)N(CC1CCC1)CC1=CC2=NC=C(C=C2N1C(=O)OC(C)(C)C)CNC(=O)C=1N=C2N(C(C1)=O)C=CC=C2 tert-butyl 2-[[tert-butoxycarbonyl(cyclobutylmethyl)amino]methyl]-6-[[(4-oxopyrido[1,2-a]pyrimidine-2-carbonyl)amino]methyl]pyrrolo[3,2-b]pyridine-1-carboxylate